O=C1NC(CCC1N1C(C2=CC=C(C(=C2C1=O)F)N1C(C(NC(C1([2H])[2H])([2H])[2H])([2H])[2H])([2H])[2H])=O)=O 2-(2,6-dioxopiperidin-3-yl)-4-fluoro-5-(piperazin-1-yl-2,2,3,3,5,5,6,6-d8)isoindoline-1,3-dione